N[C@H](C1=CC=CC=C1)CO (R)-(-)-phenylglycinol